CS(=O)(=O)O.C(CCCCCCCCCCCCCCCCCCCCC)P(CCCC)[Pd]C1=C(C=CC=C1)C1=C(C=CC=C1)N (docosyl-n-butylphosphino)(2'-amino-1,1'-biphenyl-2-yl)palladium (II) methanesulfonate